(R)-2-(3-methylphenyl)-3-methyl-5-(3,4-dimethoxyphenyl)imidazole CC=1C=C(C=CC1)C1=NC(=CN1C)C1=CC(=C(C=C1)OC)OC